BrC1=CC=C(OC[C@@H]2OCCOC2)C=C1 (R)-2-((4-bromophenoxy)methyl)-1,4-dioxane